ClC1=CC=C2C(=N1)N(C(=C2)I)COCC[Si](C)(C)C 6-chloro-2-iodo-1-((2-(trimethylsilyl)ethoxy)methyl)-1H-pyrrolo[2,3-b]pyridine